C(C1=CC=CC=C1)NC(C(C(C)(C)S)NC(CCCCC(=O)NC(C(NCC1=CC=CC=C1)=O)C(C)(S)C)=O)=O N1,N6-bis(1-(benzylamino)-3-mercapto-3-methyl-1-oxobutan-2-yl)hexanediamide